N-methyl-4'-[(2-methyl-4-{[4-(trifluoromethoxy)phenyl]Amino}piperidin-1-yl)sulfonyl]-[1,1'-biphenyl]-3-carboxamide CNC(=O)C=1C=C(C=CC1)C1=CC=C(C=C1)S(=O)(=O)N1C(CC(CC1)NC1=CC=C(C=C1)OC(F)(F)F)C